C(C)N1CCC(CC1)OC=1C=C2C(=NC=NC2=CC1OC)C1=CC=C(C=C1)NC(CC1=CC=C(C=C1)C(F)(F)F)=O N-(4-(6-((1-ethylpiperidin-4-yl)oxy)-7-methoxyquinazolin-4-yl)phenyl)-2-(4-(trifluoromethyl)phenyl)Acetamide